5-xylenol sodium salt [Na].C1(CC=CC(=C1)C)(C)O